ClC=1C=CC(=NC1)C=1C(=NOC1C1CC1)C1=NN(C2=C1C(=NC=C2)N)C(C)C 3-(4-(5-chloropyridin-2-yl)-5-cyclopropylisoxazol-3-yl)-1-isopropyl-1H-pyrazolo[4,3-c]pyridin-4-amine